[2-chloro-3-[2-chloro-3-(3-fluoro-4-formyl-5-methoxy-phenyl)phenyl]phenyl] 4-[(3R)-3-hydroxypyrrolidin-1-yl]-4,5,6,7-tetrahydropyrazolo[1,5-a]pyridine-2-carboxylate O[C@H]1CN(CC1)C1C=2N(CCC1)N=C(C2)C(=O)OC2=C(C(=CC=C2)C2=C(C(=CC=C2)C2=CC(=C(C(=C2)OC)C=O)F)Cl)Cl